3-{4-[3-(3-methoxyphenyl)-4-methyl-7-(tetrahydropyran-2-yloxy)-2H-chromen-2-yl]phenyl}prop-2-yn-1-ol tetramethyl-((5-iodo-1,3-phenylene)bis(ethane-2,1-diyl))bis(phosphonate) CC(C(C=1C=C(C=C(C1)I)CCP(O)(O)=O)(C)C)(P(O)(O)=O)C.COC=1C=C(C=CC1)C=1C(OC2=CC(=CC=C2C1C)OC1OCCCC1)C1=CC=C(C=C1)C#CCO